FC(C=1C=C(C=C(C1)C(F)(F)F)[B-](C1=CC(=CC(=C1)C(F)(F)F)C(F)(F)F)(C1=CC(=CC(=C1)C(F)(F)F)C(F)(F)F)C1=CC(=CC(=C1)C(F)(F)F)C(F)(F)F)(F)F.C[NH+](C1=CC=CC=C1)C N,N-dimethylanilinium tetrakis(3,5-bis(trifluoromethyl)-phenyl)borate